C(C)(C)(C)OC(=O)N(C(CCC)C1=CC=C(C=C1)/C=C/C(=O)OCC)C ethyl (E)-3-(4-(1-((tert-butoxycarbonyl)(methyl)amino)butyl)phenyl)acrylate